2-bromo-3-(trifluoromethyl)phenol BrC1=C(C=CC=C1C(F)(F)F)O